C(C)(=O)OC\C=C\C=1C=C2C(N(C(C2=CC1)=O)C1C(NC(CC1)=O)=O)=O (E)-3-(2-(2,6-dioxopiperidin-3-yl)-1,3-dioxoisoindolin-5-yl)allyl acetate